C(CCC\C=C/C=C/CCCC)O Z,E-5,7-dodecadi-enol